(R,E)-2-cyano-N-(1-(4-fluorophenyl)ethyl)-3-(5-phenyl-1H-pyrrolo[2,3-b]pyridin-3-yl)acrylamide C(#N)/C(/C(=O)N[C@H](C)C1=CC=C(C=C1)F)=C\C1=CNC2=NC=C(C=C21)C2=CC=CC=C2